C(C)(C)(C)OC(=O)OC(=O)OC(C)(C)C.C(C)N(CC)CC tri-ethylamine di-tert-butyl-dicarbonate